ClC1=NC(=NC=2[C@@H](C3(CCC12)CCC1=C(C=CC=C13)C)F)SC (8'R)-4'-chloro-8'-fluoro-4-methyl-2'-(methylsulfanyl)-2,3,5',8'-tetrahydro-6'H-spiro[indene-1,7'-quinazoline]